ClC=1N=C(SC1)C=1N=NN(C1)[C@@H]1[C@H]([C@@H](SC=2C=NC=C(C2)Cl)O[C@@H]([C@@H]1O)CO)O 5-Chloropyridin-3-yl 3-[4-(4-chlorothiazol-2-yl)-1H-1,2,3-triazol-1-yl]-3-deoxy-1-thio-α-D-galactopyranoside